tetrahydro-2H-[1,2']bipyridinyl N1(CCCCC1)C1=NC=CC=C1